C(CCCCCCC\C=C/C\C=C/CCCCC)(=O)O.C(CCCCCCC\C=C/C\C=C/CCCCC)(=O)O.C(O)C(CC)(CO)CO trimethylolpropane dilinoleate